4-(1,3-Dihydroxypropyl)piperidine-1-carboxylic acid tert-butyl ester C(C)(C)(C)OC(=O)N1CCC(CC1)C(CCO)O